[Te]1C(=CC=C1)C(=O)O tellurophenecarboxylic acid